ClC=1C2=C(C=3N(N1)C(=NN3)C)C=NC=C2 6-chloro-3-methylpyrido[3,4-d][1,2,4]triazolo[4,3-b]pyridazine